C1(CC1)OC1=C(C(=C(NC=2C3=C(N=CN2)C=CC(=N3)O[C@@H]3CN(CC3)C(C=C)=O)C=C1)F)F 1-[(3S)-3-[4-[4-(Cyclopropoxy)-2,3-difluoro-anilino]pyrido[3,2-d]pyrimidin-6-yl]oxypyrrolidin-1-yl]prop-2-en-1-one